C(C)P(C1=CC(=C(C=C1)NCC#C)OCF)(CC)=O diethyl-(3-(fluoromethoxy)-4-(prop-2-yn-1-ylamino)phenyl)phosphine oxide